C(#N)C(C)(C)C1=CC=C(C(=O)N2CCN(CC2)C(=O)OC(C)(C)C)C=C1 tert-Butyl 4-(4-(2-cyanopropan-2-yl)benzoyl)piperazine-1-carboxylate